C(C)(C)OC(=O)C=1C(=C(N2C=C(C=C2C1)N1N(C=CC1)C)C(C)N1CCC(CC1)N(C)C)C 5-(1-(4-(dimethylamino)piperidin-1-yl)ethyl)-6-methyl-2-(1-methyl-1H-pyrazol-2-yl)indolizine-7-carboxylic acid isopropyl ester